ethyl-phosphonic acid (3-butenyl) (1,1-dimethyl-2-propynyl) ester CC(C#C)(C)OP(OCCC=C)(=O)CC